FC1=C(C=CC(=C1COC=1C(=C2C(=NC1)N(N=C2C)C2OCCCC2)C2=NC=CC=C2)F)N(C(OC(C)(C)C)=O)S(=O)(=O)C=2C(=NC=C(C2)F)OC tert-butyl N-[2,4-difluoro-3-([[3-methyl-1-(oxan-2-yl)-4-(pyridin-2-yl)pyrazolo[3,4-b]pyridin-5-yl]oxy]methyl)phenyl]-N-(5-fluoro-2-methoxypyridin-3-ylsulfonyl)carbamate